BrC=1C(=NN(C1)C1OCCCC1)C1=NC=CC=C1 2-(4-bromo-1-(tetrahydro-2H-pyran-2-yl)-1H-pyrazol-3-yl)pyridine